6-(2-METHOXYTHIAZOL-5-YL)-N-(1-METHYL-1H-INDAZOL-7-YL)PYRIDINE-3-SULFONAMIDE COC=1SC(=CN1)C1=CC=C(C=N1)S(=O)(=O)NC=1C=CC=C2C=NN(C12)C